(2R,5S)-1-(((R)-2,2-Difluorocyclopropyl)(4-(trifluoromethyl)phenyl)methyl)-2,5-dimethylpiperazine hydrochloride Cl.FC1([C@H](C1)C(N1[C@@H](CN[C@H](C1)C)C)C1=CC=C(C=C1)C(F)(F)F)F